FC=1C=CC2=C([C@@H]3[C@H](O2)C3)C1CNC1=NC=C(C=3N1C=NN3)C=3C=1N(C=CC3)C=CN1 N-(((1aR,6bR)-5-fluoro-1a,6b-dihydro-1H-cyclopropa[b]benzofuran-6-yl)methyl)-8-(imidazo[1,2-a]pyridin-8-yl)-[1,2,4]triazolo[4,3-c]pyrimidin-5-amine